1-(2-(methylamino)ethyl)pyrrolidin-2-one CNCCN1C(CCC1)=O